α-2'-deoxy-6-thioguanosine C1[C@@H]([C@H](O[C@@H]1N2C=NC3=C2NC(=NC3=S)N)CO)O